ClC1=C(C=C(C=C1)F)N=C(N)C1=C(C=2N(N=C1)C=C(C2)C=2C=NC(=CC2)C)NC2CCCC2 N'-(2-chloro-5-fluoro-phenyl)-4-(cyclopentylamino)-6-(6-methyl-3-pyridyl)pyrrolo[1,2-b]pyridazine-3-carboxamidine